ClC1=C(C=CC=C1F)C1N(CCC1)C=1C=C(C(=NC1)C(=O)N[C@H](C)\C=C\S(=O)(=O)C)F 5-(2-(2-chloro-3-fluorophenyl)pyrrolidin-1-yl)-3-fluoro-N-((R,E)-4-(methylsulfonyl)but-3-en-2-yl)picolinamide